CC1(C2=CC=CC=C2OC=2C=CC=CC12)C 9,9-Dimethyl-9H-xanthene